C(C)(C)C1=CC(=C(C(=C1O)CC)C)Cl 6-iso-propyl-2-ethyl-3-methyl-p-chlorophenol